1-(5-methoxy-6-(trifluoromethyl)indolin-1-yl)ethanone-2-d COC=1C=C2CCN(C2=CC1C(F)(F)F)C(C[2H])=O